6-[(4S)-7-chloro-1,4-dimethyl-8-(trifluoromethyl)-4H-imidazo[1,2-a][1,4]benzodiazepine-6-Yl]-5-fluoro-pyridin-2-ol ClC1=C(C=CC2=C1C(=N[C@H](C=1N2C(=CN1)C)C)C1=C(C=CC(=N1)O)F)C(F)(F)F